S(C)(=O)(=O)[O-].C(N)(=O)C=1C=[N+](C=CC1)COC(=O)OC1=C(C=CC=C1C(C)C)C(C)C 3-carbamoyl-1-(((2,6-diisopropylphenoxy)carbonyloxy)methyl)pyridinium mesylate